(S)-7-(4-fluorobenzyl)-2-isobutyl-2,3-dihydro-1H-pyrido[2,3-b][1,4]oxazine FC1=CC=C(CC2=CC3=C(OC[C@@H](N3)CC(C)C)N=C2)C=C1